Tert-butyl 3,4-difluoro-2-[(2-fluoro-4-iodophenyl)amino]-6-[2-(trimethylsilyl)ethynyl]benzoate FC=1C(=C(C(=O)OC(C)(C)C)C(=CC1F)C#C[Si](C)(C)C)NC1=C(C=C(C=C1)I)F